1-(4-{3-[(1r,3R,5S,7r)-3,5-dimethyladamantan-1-yl]ureido}benzoyl)-N-methylpiperidin-3-carboxamide C[C@]12CC3(CC(C[C@@](C1)(C3)C)C2)NC(NC2=CC=C(C(=O)N3CC(CCC3)C(=O)NC)C=C2)=O